O1COC2=C1C=CC=C2 1,3-benzodi-oxole